CC1=C(NC(=C1)C)\C=C\1/C(NC2=CC=CC=C12)=O (3Z)-3-[(3,5-dimethyl-1H-pyrrol-2-yl)methylen]-1,3-dihydro-2H-indol-2-one